tert-butyl (R)-3-(6-(2,4-difluorophenoxy)-2-(methylthio)-7-oxopyrido[2,3-d]pyrimidin-8(7H)-yl)piperidine-1-carboxylate FC1=C(OC2=CC3=C(N=C(N=C3)SC)N(C2=O)[C@H]2CN(CCC2)C(=O)OC(C)(C)C)C=CC(=C1)F